benzyl 2-(cyanomethyl)-4-(2-methylsulfanyl-5,6,7,8-tetrahydropyrido[3,4-d]pyrimidin-4-yl)piperazine-1-carboxylate C(#N)CC1N(CCN(C1)C=1C2=C(N=C(N1)SC)CNCC2)C(=O)OCC2=CC=CC=C2